CC1=CC(=NN1C1=CC=C(C=C1)C(F)(F)F)C1CCN(CC1)C(=O)OC(C)(C)C tert-butyl 4-[5-methyl-1-[4-(trifluoromethyl)phenyl]pyrazol-3-yl]piperidine-1-carboxylate